(4-(2-hydroxyethyl)piperazin-1-yl)((2S,3R)-2-methyl-3-(4-nitrophenyl)-oxiran-2-yl)methanone OCCN1CCN(CC1)C(=O)[C@]1(O[C@@H]1C1=CC=C(C=C1)[N+](=O)[O-])C